propyl-di-n-decylmethyl-ammonium chloride [Cl-].C(CC)[N+](C)(CCCCCCCCCC)CCCCCCCCCC